ClC1=NC=C(C(=C1)C1=C(C=NC(=C1)C)C(=O)NC=1SC2=C(N1)CN(C2)C(C2=C(N=CC=C2Cl)OC)=O)OC 2'-chloro-N-(5-(4-chloro-2-methoxynicotinoyl)-5,6-dihydro-4H-pyrrolo[3,4-d]thiazol-2-yl)-5'-methoxy-6-methyl-[4,4'-bipyridine]-3-carboxamide